3'-methylbiphenyl-2-ol CC=1C=C(C=CC1)C=1C(=CC=CC1)O